ClC1=CC=C(C=C1)C1=C(CC2(CCN(CC2)C2COC2)CC1)CN1CCN(CC1)C1=CC(=C(C(=O)N)C=C1)OC=1C=C2C(=NC1)NC=C2 4-(4-{[9-(4-chlorophenyl)-3-(oxetan-3-yl)-3-azaspiro[5.5]undec-8-en-8-yl]methyl}piperazin-1-yl)-2-(1H-pyrrolo[2,3-b]pyridin-5-yloxy)benzamide